tert-butyl N-[(1S)-2-(2,5-dimethylpyrazol-3-yl)oxy-1-methyl-ethyl]-N-[[4-(3-ethynyl-1-tetrahydropyran-2-ylindazol-5-yl)-2-methyl-pyrazol-3-yl]methyl]carbamate CN1N=C(C=C1OC[C@H](C)N(C(OC(C)(C)C)=O)CC=1N(N=CC1C=1C=C2C(=NN(C2=CC1)C1OCCCC1)C#C)C)C